C(C)(C)(C)OC(C1=C(C=C(C=C1)Br)I)=O 4-bromo-2-iodobenzoic acid tert-butyl ester